N-((4-pivaloylmorpholin-2-yl)methyl)acetamide C(C(C)(C)C)(=O)N1CC(OCC1)CNC(C)=O